N-(((1r,4r)-4-aminocyclohexyl)methyl)-6-(4-fluorophenyl)-8-methoxyquinazolin-4-amine NC1CCC(CC1)CNC1=NC=NC2=C(C=C(C=C12)C1=CC=C(C=C1)F)OC